6-(chloromethyl)pyridine-3-carbonitrile ClCC1=CC=C(C=N1)C#N